C(C)(C)(C)OC(=O)N1[C@H]([C@]2(CC1)NC(COC2)=O)COC2CCC(CC2)C2=C(OCCC(=O)O)C=CC=C2 |o1:8,9| 3-{2-[(1s,4s)-4-{[rel-(1R,5S)-2-[(tert-butoxy)carbonyl]-7-oxo-9-oxa-2,6-diazaspiro[4.5]decan-1-yl]methoxy}cyclohexyl]phenoxy}propanoic acid